C(C)C(CC1=CC=2SC(=CC2S1)C1=C(C(=C(C2=NSN=C21)C2=CC1=C(S2)C=C(S1)CC(CCCC)CC)N)N)CCCC 4,7-bis-[5-(2-ethylhexyl)-thieno[3,2-b]thiophen-2-yl]-5,6-diaminobenzo[2,1,3]thiadiazole